CC1(N(C=2N(C1=O)C(C(C2)(O)O)(O)O)O)O 2-methylhexahydroxy-3H-pyrrolo[1,2-a]imidazol-3-one